F[C@H]1CN(CC[C@H]1NC1=C2C=C(N(C2=CC=C1)CC(F)(F)F)C(=O)NNC(CNC1=CC(=CC=C1)S(=O)(=O)C)=O)C 4-(((3S,4R)-3-fluoro-1-methylpiperidin-4-yl)amino)-N'-((3-(methylsulfonyl)phenyl)glycyl)-1-(2,2,2-trifluoroethyl)-1H-indole-2-carbohydrazide